The molecule is a lactate salt having panobinostat(1+) as the counterion. A histone deacetylase inhibitor used in combination with bortezomib and dexamethasone for the treatment of multiple myeloma. It has a role as an EC 3.5.1.98 (histone deacetylase) inhibitor, an antineoplastic agent and an angiogenesis modulating agent. It is a lactate salt and an organoammonium salt. It contains a panobinostat(1+). CC1=C(C2=CC=CC=C2N1)CCNCC3=CC=C(C=C3)/C=C/C(=O)NO.CC(C(=O)O)O